tert-butyl 5-amino-2-(3-methoxy-3-oxo-propyl)benzoate NC=1C=CC(=C(C(=O)OC(C)(C)C)C1)CCC(=O)OC